2-((4-(4,4,5,5-tetramethyl-1,3,2-dioxaborolan-2-yl)-1H-pyrazol-1-yl)methyl)propan-1,1,1,3,3,3-d6-2-ol CC1(OB(OC1(C)C)C=1C=NN(C1)CC(C([2H])([2H])[2H])(C([2H])([2H])[2H])O)C